N-ethyl-N-[(2-methyl)allyl]-4-methoxybenzamide C(C)N(C(C1=CC=C(C=C1)OC)=O)CC(=C)C